C1(=CC=CC=C1)CCCCCC(=O)NCC(=O)N1C(CCC1)C(=O)N 1-[2-(6-phenylhexanamido)acetyl]pyrrolidine-2-carboxamide